6-[3-(1,1-Difluoroethyl)-4-fluoro-phenyl]-1-(3-pyridylmethyl)pyrazolo[4,3-b]pyridine FC(C)(F)C=1C=C(C=CC1F)C=1C=C2C(=NC1)C=NN2CC=2C=NC=CC2